CC1(CCC=2C1=NC1=C(C2NC(=O)N=S(=O)(N)C2=C(N=C(S2)C(C)(C)OC)CO)CCC1)C N'-((3,3-dimethyl-1,2,3,5,6,7-hexahydrodicyclopenta[b,e]pyridin-8-yl)carbamoyl)-4-(hydroxymethyl)-2-(2-methoxypropan-2-yl)thiazole-5-sulfonimidamide